ICC1CN(C(O1)=O)CCC1=CC=CC=C1 (Z)-5-(iodomethyl)-3-phenethyl-oxazolidin-2-one